FC1=CC(=C(C#N)C=C1)B1OC(C(O1)(C)C)(C)C 4-Fluoro-2-(4,4,5,5-tetramethyl-1,3,2-dioxaborolan-2-yl)benzonitrile